(3-(1,1-dioxothiomorpholine-4-carbonyl)-4-fluorobenzyl)phthalazine-1(2H)-one O=S1(CCN(CC1)C(=O)C=1C=C(CN2C(C3=CC=CC=C3C=N2)=O)C=CC1F)=O